Phenyl-(pyrrolidin-1-yl)methanone C1(=CC=CC=C1)C(=O)N1CCCC1